(E)-1-(4-(6-chloro-8-fluoro-7-(2-fluoro-6-hydroxyphenyl)-2-(2-morpholino-ethoxy)quinazolin-4-yl)piperazin-1-yl)-4-(dimethyl-amino)but-2-en-1-one ClC=1C=C2C(=NC(=NC2=C(C1C1=C(C=CC=C1O)F)F)OCCN1CCOCC1)N1CCN(CC1)C(\C=C\CN(C)C)=O